4-(6-((6-acetyl-8-cyclopentyl-5-methyl-7-oxo-7,8-dihydro-pyrido[2,3-d]pyrimidin-2-yl)amino)pyridin-3-yl)piperazine-1-sulfonamide C(C)(=O)C1=C(C2=C(N=C(N=C2)NC2=CC=C(C=N2)N2CCN(CC2)S(=O)(=O)N)N(C1=O)C1CCCC1)C